(R)-2-methyl-N-(1-(1-methyl-1H-pyrazol-3-yl)ethyl)propane-2-sulfinamide CC(C)(C)[S@@](=O)NC(C)C1=NN(C=C1)C